ClC1=C(C=CC=C1)[C@@H](C)N1N=CC=2C1=CN=C(C2)C(=O)N[C@H](C)\C=C\S(=O)(=O)C ((R)-1-(2-Chlorophenyl)ethyl)-N-((R,E)-4-(methylsulfonyl)but-3-en-2-yl)-1H-pyrazolo[3,4-c]pyridine-5-carboxamide